CN1C(=NC=2C(N(C=3N=C(C=CC3C21)C(F)(F)F)C2=CC=CC=C2)=O)C2=CC1=CN(N=C1C=C2)CCN2CCN(CC2)C 1-methyl-2-(2-(2-(4-methylpiperazin-1-yl)ethyl)-2H-indazol-5-yl)-5-phenyl-7-(trifluoromethyl)-1,5-dihydro-4H-imidazo[4,5-c][1,8]naphthyridin-4-one